N1(CCCC1)C(CC1=NSC(=N1)NC(=O)C1=CSC(=C1)C1=CC(=CC=C1)C(F)(F)F)C N-(3-(2-(pyrrolidin-1-yl)propyl)-1,2,4-thiadiazol-5-yl)-5-(3-(trifluoromethyl)phenyl)thiophene-3-carboxamide